4'-bromo-2-fluoro-2'-hydroxy-[1,1'-biphenyl]-4-carboxylic acid methyl ester COC(=O)C1=CC(=C(C=C1)C1=C(C=C(C=C1)Br)O)F